C(#N)C(C)(C)C1=CC(=NC=C1)C(=O)NC=1C=NC(=C(C1)C=1C=NC2=CC(=NC=C2C1)N(CC1=CC=C(C=C1)OC)CC)C 4-(2-cyanoprop-2-yl)-N-(5-(7-(ethyl-(4-methoxybenzyl)amino)-1,6-naphthyridin-3-yl)-6-methylpyridin-3-yl)pyridineamide